(3R,5R)-N-[6,7-dimethoxy-1H,2H,3H-cyclopenta[b]quinolin-9-yl]-5-fluoropiperidin-3-amine COC=1C(=CC=2C(=C3C(=NC2C1)CCC3)N[C@H]3CNC[C@@H](C3)F)OC